C(C1=CC=CC=C1)OC1(C2=NN=C(C3=C(C=C(C(C(CCCCCC1)O)=N3)C(F)(F)F)NC(OC(C)(C)C)=O)O2)C(F)(F)F tert-Butyl N-[6-benzyloxy-13-hydroxy-6,15-bis(trifluoromethyl)-19-oxa-3,4,18-triazatricyclo[12.3.1.12,5]nonadeca-1(17),2,4,14(18),15-pentaen-17-yl]carbamate